N[C@H](C(=O)NC1=C(C=C(C(=O)OC(C)(C)C)C=C1)Cl)C1=CC=CC=C1 tert-butyl (S)-4-(2-amino-2-phenylacetamido)-3-chlorobenzoate